bis[di-tert-butyl-(p-dimethylaminophenyl)phosphino]palladium dichloride C(C)(C)(C)P(C1=CC=C(C=C1)N(C)C)(C(C)(C)C)[Pd](P(C(C)(C)C)(C(C)(C)C)C1=CC=C(C=C1)N(C)C)(Cl)Cl